COC1C(OC(C1)=O)=O 3-Methoxydihydrofuran-2,5-dion